methyl (S)-3-(2-allyl-5-fluoro-1-methyl-1H-indol-3-yl)-2-((tert-butoxycarbonyl)amino)propanoate C(C=C)C=1N(C2=CC=C(C=C2C1C[C@@H](C(=O)OC)NC(=O)OC(C)(C)C)F)C